[Si](C)(C)(C(C)(C)C)OCCCC=O 4-(Tert-butyldimethylsilyloxy)butanal